FC=1C=C2C(=C(/C(/C2=CC1)=C/C1=CC=C(C=C1)N(CCO)C1=CC=C(C=C1)F)C)CC(=O)O (Z)-2-(5-fluoro-1-(4-((4-fluorophenyl)(2-hydroxyethyl)amino)benzylidene)-2-methyl-1H-inden-3-yl)acetic acid